ClC1=C(C=CC=C1)C1C(O1)(C1=C(C=C(C=C1)F)F)CN1N=CNC1=S 2-{[3-(2-chlorophenyl)-2-(2,4-difluorophenyl)oxirane-2-yl]methyl}-2,4-dihydro-3H-1,2,4-triazole-3-thione